C(C(=C)C)(=O)OCCCC1=CC(=C(C(=C1)N1N=C2C(=N1)C=CC(=C2)Cl)O)C(C)(C)C 3-(3-(tert-butyl)-5-(5-chloro-2H-benzo[d][1,2,3]triazol-2-yl)-4-hydroxyphenyl)propyl methacrylate